tert-butyl-4-(4-(4-((2,6-dioxopiperidin-3-yl)amino)-2-fluorophenyl)piperazin-1-yl)piperidine-1-carboxylate C(C)(C)(C)OC(=O)N1CCC(CC1)N1CCN(CC1)C1=C(C=C(C=C1)NC1C(NC(CC1)=O)=O)F